C1(CC1)C=1NC(=NN1)C1CC2(CN(C2)C(=O)N2CC3(C2)CC(C3)OC=3N=NC(=CC3)C(F)(F)F)C1 [6-(5-cyclopropyl-4H-1,2,4-triazol-3-yl)-2-azaspiro[3.3]heptan-2-yl]-[6-[6-(trifluoromethyl)pyridazin-3-yl]oxy-2-azaspiro[3.3]heptan-2-yl]methanone